3-chloro-N-[(2,4-dimethoxyphenyl)methyl]-2,6-difluoro-N-(6-fluoro-2-pyridyl)-4-[3-methyl-3-(4-oxoazetidin-2-yl)pyrrolidin-1-yl]benzenesulfonamide ClC=1C(=C(C(=CC1N1CC(CC1)(C1NC(C1)=O)C)F)S(=O)(=O)N(C1=NC(=CC=C1)F)CC1=C(C=C(C=C1)OC)OC)F